S(=O)(=O)(O)[Se]S(=O)(=O)O.[Ni] nickel sulfoselenide